N1C=C(C=2C1=NC=CC2)C=2C=NN(C2)C2(CN(C2)S(=O)(=O)CC)CC#N 2-(3-(4-(1H-pyrrolo[2,3-b]pyridin-3-yl)-1H-pyrazol-1-yl)-1-(ethylsulfonyl)azetidin-3-yl)acetonitrile